Isopentylether C(CC(C)C)OCCC(C)C